COC=1C=C(CN(C=2OC=C(N2)COCCOCCOCCN(C)C)CC2=CC(=CC=C2)OC)C=CC1 N,N-bis(3-methoxybenzyl)-4-(2-methyl-5,8,11-trioxa-2-azadodecan-12-yl)oxazol-2-amine